5-bromo-2-(methyl-d3)-7-(methylthio)-2,3-dihydro-[1,4]dioxino[2,3-c]pyridine BrC1=NC(=CC2=C1OCC(O2)C([2H])([2H])[2H])SC